CC=1C=C2C(C=C(OC2=CC1)N1CCC2(COC2)CC1)=O 6-methyl-4-oxo-2-(2-oxa-7-azaspiro[3.5]nonan-7-yl)-4H-chromen